rac-(5R,8S)-4-chloro-5-ethyl-5,6,7,8-tetrahydroquinolin-8-ol ClC1=CC=NC=2[C@H](CC[C@H](C12)CC)O |r|